C(C1=CC=CC=C1)OC(=O)N1[C@H](CC([C@@H](C1)C)N(C1=CC=C(C=C1)F)C)C (2s,5r)-4-(4-fluoro-N-methyl-anilino)-2,5-dimethyl-piperidine-1-carboxylic acid benzyl ester